N-[3-[[4-[[5-[4-(difluoromethoxy)-2,3-difluoro-phenyl]-1-methyl-imidazole-2-carbonyl]amino]-2-ethyl-benzoyl]amino]propyl]-1-(pyrrolidin-3-ylmethyl)piperidine-4-carboxamide FC(OC1=C(C(=C(C=C1)C1=CN=C(N1C)C(=O)NC1=CC(=C(C(=O)NCCCNC(=O)C2CCN(CC2)CC2CNCC2)C=C1)CC)F)F)F